ClC=1C=C(C=CC1)C1=NN=CS1 5-(3-chlorophenyl)-1,3,4-thiadiazol